(4,4-difluoropiperidin-1-yl)-5-(4,4,5,5-tetramethyl-1,3,2-dioxaborolan-2-yl)pyridine FC1(CCN(CC1)C1=NC=C(C=C1)B1OC(C(O1)(C)C)(C)C)F